ClC=1C=C(OC2CCC(CC2)NC(=O)C2=CC=C(N=N2)N2CCN(CC2)C(=O)OCCCC)C=CC1C#N butyl 4-(6-(((1r,4r)-4-(3-chloro-4-cyanophenoxy)cyclohexyl) carbamoyl) pyridazin-3-yl)piperazine-1-carboxylate